2-(3-chloro-5-fluorophenyl) ethylene oxide ClC=1C=C(C=C(C1)F)C1CO1